1-(4-(7-chloro-6-(pyridin-4-yl)quinazolin-4-yl)piperazin-1-yl)prop-2-en-1-one ClC1=C(C=C2C(=NC=NC2=C1)N1CCN(CC1)C(C=C)=O)C1=CC=NC=C1